4-(5-(Hydroxymethyl)-2-((4-(methylsulfonyl)phenyl)amino)thiazol-4-yl)-N-isopropylbenzenesulfonamide OCC1=C(N=C(S1)NC1=CC=C(C=C1)S(=O)(=O)C)C1=CC=C(C=C1)S(=O)(=O)NC(C)C